C(C)SC=1SC2=C(N1)C=CC=C2 2-(ethylthio)benzothiazole